CN1C[C@@H]2OCCN[C@@H]2C1 (4aR,7aS)-6-methyloctahydropyrrolo[3,4-b][1,4]oxazine